(3R*,4R*)-1-Cyclohexyl-4-{[3-(2,4-difluoro-phenyl)-isoxazole-5-carbonyl]-amino}-piperidine-3-carboxylic acid ((R)-1-pyrazin-2-yl-ethyl)-amide N1=C(C=NC=C1)[C@@H](C)NC(=O)[C@@H]1CN(CC[C@H]1NC(=O)C1=CC(=NO1)C1=C(C=C(C=C1)F)F)C1CCCCC1 |o1:11,16|